FCCN1N=C(C=C1C(=O)N=C=S)C 1-(2-fluoroethyl)-3-methyl-1H-pyrazole-5-carbonyl isothiocyanate